(1S)-3,3-difluorocyclohexan-1-amine hydrochloride Cl.FC1(C[C@H](CCC1)N)F